7-benzyl-3-oxa-7-azabicyclo[3.3.1]nonan-9-one C(C1=CC=CC=C1)N1CC2COCC(C1)C2=O